Cl.[N+](=O)([O-])C1=C(C=CC=C1)CCN 2-(2-nitrophenyl)ethan-1-amine hydrochloride